FC1=C(N=CC2=CC(=CC=C12)N1CCOCC1)CN1C[C@H]([C@@H](C1)COC)OC=1C=C2CN(C(C2=CC1)=O)[C@@H]1C(NC(CC1)=O)=O (3S)-3-(5-{[(3S,4S)-1-{[4-fluoro-7-(morpholin-4-yl)isoquinolin-3-yl]methyl}-4-(methoxymethyl)pyrrolidin-3-yl]oxy}-1-oxo-2,3-dihydro-1H-isoindol-2-yl)piperidine-2,6-dione